C(C)(=O)OCC(=O)N(CC[C@@H](C(=O)OC)NC(=O)OCC[Si](C)(C)C)[C@H](C(C)(C)C)C=1N(C=C(C1)C1=C(C=CC(=C1)F)F)CC1=CC=CC=C1 Methyl (2S)-4-[(acetoxyacetyl){(1R)-1-[1-benzyl-4-(2,5-difluorophenyl)-1H-pyrrol-2-yl]-2,2-dimethylpropyl}amino]-2-({[2-(trimethylsilyl)ethoxy]carbonyl}amino)butanoate